1-(4-fluoro-benzyl)-3-(4-(1-methyl-5-oxopiperazin-2-yl)phenyl)urea FC1=CC=C(CNC(=O)NC2=CC=C(C=C2)C2N(CC(NC2)=O)C)C=C1